OC1=CC=2N=C(N=C(C2N=C1)N[C@H](CC(=O)NC)CC(C)C)N1CC2(CN(C2)C(=O)OC(C)(C)C)CC1 tert-butyl (S)-6-(7-hydroxy-4-((5-methyl-1-(methylamino)-1-oxohexan-3-yl)amino)pyrido[3,2-d]pyrimidin-2-yl)-2,6-diazaspiro[3.4]octane-2-carboxylate